1-(4-fluorosulfonyloxyanilino)-2,4-dioxo-3-azabicyclo[3.1.1]heptane FS(=O)(=O)OC1=CC=C(NC23C(NC(C(C2)C3)=O)=O)C=C1